2-(4-(tert-butyl)phenoxy)-N-(4-hydroxyphenyl)acetamide C(C)(C)(C)C1=CC=C(OCC(=O)NC2=CC=C(C=C2)O)C=C1